3,4-Methylenedioxycinnamic acid-N-cyclohexyl-N-2-pyridylamide C1(CCCCC1)N(C(C=CC1=CC2=C(C=C1)OCO2)=O)C2=NC=CC=C2